5,6-dichlorobenzotriazole ClC1=CC2=C(NN=N2)C=C1Cl